C(C)(C)(C)OC(=O)N1C[C@@H]2COC3=C(CN2CC1)C=C(C(=C3Cl)C=3C(=CC=C1C=CN=C(C31)OC)C)F (12AR)-10-chloro-8-fluoro-9-(1-methoxy-7-methylisoquinolin-8-yl)-3,4,12,12a-tetrahydro-6H-pyrazino[2,1-c][1,4]benzoxazepine-2(1H)-carboxylic acid tert-butyl ester